tert-butyl 6-[4-[(2,6-dioxo-3-piperidyl)amino]-2,6-difluoro-phenyl]-2,6-diazaspiro[3.3]heptane-2-carboxylate O=C1NC(CCC1NC1=CC(=C(C(=C1)F)N1CC2(CN(C2)C(=O)OC(C)(C)C)C1)F)=O